N-(2-(4-((R)-3-(dimethylamino)pyrrolidine-1-yl)piperidine-1-yl)-5-((6-((R)-3-(4-fluorophenyl)-isoxazolidine-2-yl)pyrimidine-4-yl)amino)-4-methoxyphenyl)acrylamide CN([C@H]1CN(CC1)C1CCN(CC1)C1=C(C=C(C(=C1)OC)NC1=NC=NC(=C1)N1OCC[C@@H]1C1=CC=C(C=C1)F)NC(C=C)=O)C